(S)-4-(1-(4-chlorophenyl)ethoxy)-5-(methylcarbamoyl)-1H-pyrrole-2-carboxylic acid ClC1=CC=C(C=C1)[C@H](C)OC=1C=C(NC1C(NC)=O)C(=O)O